ClC(CCCC(=O)OCC1=CC=CC=C1)=O benzyl 5-chloro-5-oxo-pentanoate